FC1(CC(C1)N1C(CCC1CO)CO)F (1-(3,3-difluorocyclobutyl)pyrrolidine-2,5-diyl)dimethanol